CN(CCSC(=O)N(CCCCCC(=O)OC(CCCCCC)CCCCCC)CCCO)C tridecan-7-yl 6-((((2-(dimethylamino)ethyl)thio)carbonyl)(3-hydroxypropyl)amino)hexanoate